CNC1=NC=C2C#CC=3N=CC=C(OCCCCOC=4C=CC=C(NC=5N=CC1=C2C5)N4)C3 N-methyl-8,13-dioxa-2,17,23,27,31-pentaazapentacyclo[19.6.2.1^{3,7}.1^{14,18}.0^{25,29}]hentriaconta-1(28),3,5,7(31),14,16,18(30),21,23,25(29),26-undecaen-19-yn-24-amine